methyl L-prolyl-L-phenylalaninate N1[C@@H](CCC1)C(=O)N[C@@H](CC1=CC=CC=C1)C(=O)OC